FC=1C=C(C=CC1F)[C@@H]1N(OCC1)C1=CC(=NC=N1)NC=1C(=CC(=C(C1)NC(C=C)=O)N1CCC(CC1)N1C[C@H](CC1)N(C)C)OC N-(5-((6-((R)-3-(3,4-difluorophenyl)isoxazolidine-2-yl)pyrimidine-4-yl)amino)-2-(4-((S)-3-(dimethylamino)pyrrolidine-1-yl)piperidine-1-yl)-4-methoxyphenyl)acrylamide